ClC=1C=C(C=CC1OC1=CC(=NC=C1)Cl)NC(OC(C)(C)C)=O tert-Butyl (3-chloro-4-((2-chloropyridin-4-yl)oxy)phenyl)carbamate